BrC=1C(=CC2=C(C=CO2)C1O)C(=O)OCC ethyl 5-bromo-4-hydroxybenzofuran-6-carboxylate